(2R,3S,4R,5S)-4-[[3-(3-Methoxy-2-methyl-4-pyridyl)-4,5-dimethyl-5-(trifluoromethyl)tetrahydrofuran-2-carbonyl]amino]pyridin-2-carboxamid COC=1C(=NC=CC1[C@H]1[C@@H](O[C@@]([C@@H]1C)(C(F)(F)F)C)C(=O)NC1=CC(=NC=C1)C(=O)N)C